CC1=NNC=C1B1OC(C(O1)(C)C)(C)C 3-methyl-4-(4,4,5,5-tetramethyl-1,3,2-dioxaborolan-2-yl)-1H-pyrazole